C(C)(C)(C)OC(=O)N1CC(CC1)OS(=O)(=O)C 3-(methylsulfonyloxy)pyrrolidine-1-carboxylic acid tert-butyl ester